1-((1R,2S,3R,3aS,5R)-2,3,5-trihydroxy-2,3,3a,4,5,6-hexahydro-1H-inden-1-yl)-1H-1,2,4-triazole-5-carboxamide O[C@H]1[C@@H](C2=CC[C@H](C[C@@H]2[C@H]1O)O)N1N=CN=C1C(=O)N